2-(2-(cyclopropanecarboxamido)ethyl)-N-methyl-1-(2-oxo-1,2,3,4-tetrahydroquinolin-6-yl)propan C1(CC1)C(=O)NCCC(CC=1C=C2CCC(N(C2=CC1)C)=O)C